(7R)-2-{2-[1-(Cyclopropylmethyl)-6-(3-fluoro-1H-indazol-4-yl)-1H-indol-2-yl]-3-methylpyrazolo[1,5-a]pyridine-6-carbonyl}-2-azabicyclo[2.2.1]heptan-7-amine C1(CC1)CN1C(=CC2=CC=C(C=C12)C1=C2C(=NNC2=CC=C1)F)C1=NN2C(C=CC(=C2)C(=O)N2C3CCC(C2)[C@H]3N)=C1C